3-[[(4,5,6,7,8,9-Hexahydrocycloocta[b]thiophen-2-ylcarbonyl)amino]methyl]-N,N-dimethyl-oxane-3-carboxamide S1C2=C(C=C1C(=O)NCC1(COCCC1)C(=O)N(C)C)CCCCCC2